4'-((5-(3-carbamoyl-5-methyl-1H-pyrazol-1-yl)-1H-indol-1-yl)methyl)-[1,1'-biphenyl]-4-carboxylic acid tert-butyl ester C(C)(C)(C)OC(=O)C1=CC=C(C=C1)C1=CC=C(C=C1)CN1C=CC2=CC(=CC=C12)N1N=C(C=C1C)C(N)=O